7-(5-isopropyl-7-(thiazol-2-yl)benzo[d]oxazol-2-yl)-3-oxa-7,9-diazabicyclo[3.3.1]nonane C(C)(C)C=1C=C(C2=C(N=C(O2)N2CC3COCC(C2)N3)C1)C=1SC=CN1